FC1=CC=C(C=C1)C(=O)N1C=CC=2C1=CN=CC2C2=CC=C1C=NN(C1=C2)C (4-fluorophenyl)(4-(1-methyl-1H-indazol-6-yl)-1H-pyrrolo[2,3-c]pyridin-1-yl)methanone